(S)-N-(sec-butyl)-3-(4-fluorophenyl)-1-methyl-4-(phenylsulfanyl)-1H-pyrazole-5-carboxamide [C@H](C)(CC)NC(=O)C1=C(C(=NN1C)C1=CC=C(C=C1)F)SC1=CC=CC=C1